ClC=1C=CC2=C(C(C[C@@H](O2)C(=O)NC23CC(C2)(C3)NC(COC3=CC(=C(C=C3)Cl)F)=O)=O)C1 (2R)-6-chloro-N-{3-[2-(4-chloro-3-fluorophenoxy)acetamido]bicyclo[1.1.1]pent-1-yl}-4-oxo-3,4-dihydro-2H-1-benzopyran-2-carboxamide